COC1=C(C2=C(C=N1)N=NN2C)NS(=O)(=O)C=2C=NC(=CC2)N2N=CC(=C2)C(F)(F)F N-{6-methoxy-1-methyl-[1,2,3]triazolo[4,5-c]pyridin-7-yl}-6-[4-(trifluoromethyl)pyrazol-1-yl]pyridine-3-sulfonamide